C(CCC=C)C1(CC1)O 1-(pent-4-enyl)cyclopropyl alcohol